(S)-2-((1-(3,6-dimethyl-2-morpholino-4-oxo-3,4-dihydroquinazolin-8-yl)ethyl)amino)-5-fluorobenzoic acid CN1C(=NC2=C(C=C(C=C2C1=O)C)[C@H](C)NC1=C(C(=O)O)C=C(C=C1)F)N1CCOCC1